4-amino-(biphenyl) NC1=CC=C(C=C1)C1=CC=CC=C1